ClC=1C=CC(=C(C1)N1N=C(C=2C=NC(=CC21)C=2C=NN1C2N=CC=C1)C(=O)O)OC(F)F 1-(5-Chloro-2-(difluoromethoxy)phenyl)-6-(pyrazolo[1,5-a]pyrimidin-3-yl)-1H-pyrazolo[4,3-c]pyridine-3-carboxylic acid